n-butyldimethylmethoxysilane CCCC[Si](C)(C)OC